2-(amino(cyclopropyl)methyl)-8-(1,3-dimethyl-1H-pyrazol-5-yl)-N-((5-fluoro-2,3-dihydrobenzofuran-4-yl)methyl)imidazo[1,2-c]pyrimidin-5-amine NC(C=1N=C2N(C(=NC=C2C2=CC(=NN2C)C)NCC2=C(C=CC3=C2CCO3)F)C1)C1CC1